ClC1=CC=2C3=C(NC2C=C1)CCNC3 8-chloro-2,3,4,5-tetrahydro-1H-pyrido[4,3-b]indole